CC1=CCCC(C1)(C)C 3,5,5-trimethylcyclohex-2-en